FC(C(C)C1=C(C(=C2C=NC(=NN21)N[C@H]2[C@@H](CN(CC2)S(=O)(=O)C)F)C(F)(F)F)C#N)(C)F 7-(3,3-difluorobutan-2-yl)-2-(((3R,4R)-3-fluoro-1-(methylsulfonyl)piperidin-4-yl)amino)-5-(trifluoromethyl)pyrrolo[2,1-f][1,2,4]triazine-6-carbonitrile